ClC=1C=C2C[C@]3(C(=NN(CO3)C(=O)N(C3=CC=C(C=C3)OC(F)(F)F)C(=O)OC)C2=CC1)C(=O)OC (S)-methyl 7-chloro-2,5-dihydro-2-[[(methoxycarbonyl) [4-(trifluoromethoxy) phenyl]amino] carbonyl]indeno[1,2-e][1,3,4]oxadiazine-4a(3H)-carboxylate